2-(4'-fluoro-2'-(4-methyl-4H-1,2,4-triazol-3-yl)-[1,1'-biphenyl]-3-yl)-1H-benzo[d]imidazole FC1=CC(=C(C=C1)C1=CC(=CC=C1)C1=NC2=C(N1)C=CC=C2)C2=NN=CN2C